C(C)(C)(C)C1=NC2=C(N1)C=C(C=C2C(=O)NC2=C(C(=CC=C2)Cl)C)NC(=O)C2=C(C=CC(=C2)Cl)Cl 2-tert-butyl-N-(3-chloro-2-methylphenyl)-6-{[(2,5-dichlorophenyl)carbonyl]amino}-1H-benzimidazole-4-Carboxamide